3-((1-(hydroxymethyl)-1H-pyrrolo[2,3-b]pyridin-6-yl)methyl)-5-methyl-7-(methylsulfonyl)-3,5,6,7,8,9-hexahydro-4H-pyrido[4',3':4,5]pyrrolo[2,3-d]pyridazin-4-one OCN1C=CC=2C1=NC(=CC2)CN2N=CC1=C(C2=O)N(C2=C1CCN(C2)S(=O)(=O)C)C